2-chlorophenyl-2-(4-cyanophenylamino)-pyrimidin-4-ylketone-N-(3-methylphenyl) semicarbazone CC=1C=C(C=CC1)N(N=C(C1=NC(=NC=C1C1=C(C=CC=C1)Cl)NC1=CC=C(C=C1)C#N)C1=NC(=NC=C1C1=C(C=CC=C1)Cl)NC1=CC=C(C=C1)C#N)C(=O)N